6-(3-(Difluoromethyl)-4-fluorophenyl)-3-fluoro-1H-pyrazolo[4,3-b]pyridin-1-ylacetic acid FC(C=1C=C(C=CC1F)C=1C=C2C(=NC1)C(=NN2CC(=O)O)F)F